Cl.ClC1=C(C=CC=C1C1=CC(=CC=C1)Cl)[C@@]1(CC(N(C(N1)=N)[C@H]1C[C@H]([C@@H](CC1)O)C)=O)C |o1:22,24,25| (6S)-6-[2-Chloro-3-(3-chloro-phenyl)phenyl]-3-[(1R*,3R*,4R*)-4-hydroxy-3-methylcyclohexyl]-2-imino-6-methylhexahydro-pyrimidin-4-one hydrochloride